O1CC(CC12CCCCC2)/C=C/C(=O)OCC Ethyl (E)-3-(1-oxaspiro[4.5]decan-3-yl)acrylate